BrC=1C=NC(=NC1)N1C[C@@H](N(CC1)C1=NC=CC=N1)COCCF (R)-5-bromo-2-(3-((2-fluoroethoxy)methyl)-4-(pyrimidin-2-yl)piperazin-1-yl)pyrimidine